2-cyclopropyl-6-[(2S)-1-methoxypropan-2-yl]-6,7-dihydro-4H-pyrazolo[1,5-a]pyrrolo[3,4-d]pyrimidine C1(CC1)C1=NN2C(NC=3C(=C2)CN(C3)[C@H](COC)C)=C1